C(C)OC(C)N1N=CC(=C1)C1=NC=C(C=2N1N=C(N2)N)OC(C)C [1-(1-Ethoxyethyl)pyrazol-4-yl]-8-isopropoxy-[1,2,4]triazolo[1,5-c]pyrimidin-2-amine